2-methyl-N-(1-oxidothietan-3-yl)benzamide CC1=C(C(=O)NC2CS(C2)=O)C=CC=C1